6-(8-((2-ethyl-2H-1,2,3-triazol-4-yl)sulfonyl)-8-azaspiro[4.5]decan-2-yl)-2-oxa-6-azaspiro[3.3]heptane C(C)N1N=CC(=N1)S(=O)(=O)N1CCC2(CCC(C2)N2CC3(COC3)C2)CC1